5-{2-[5-bromo-4-fluoro-2-(5-methoxyquinoline-8-sulfonamido)phenyl]ethynyl}-4-methoxypyridine-2-carboxylic acid BrC=1C(=CC(=C(C1)C#CC=1C(=CC(=NC1)C(=O)O)OC)NS(=O)(=O)C=1C=CC(=C2C=CC=NC12)OC)F